N=1C=CN2N=C(C=CC21)C=2C=CN1N=C(N=CC12)N[C@@H](COC)C (R)-5-(imidazo[1,2-b]pyridazin-6-yl)-N-(1-methoxypropan-2-yl)pyrrolo[2,1-f][1,2,4]triazin-2-amine